FC(C1CCC(CC1)N1CCC(CC1)C(=O)N)(F)F [(1r,4r)-4-(trifluoromethyl)cyclohexyl]piperidine-4-carboxamide